bis(2-chloroethyl)methylal ClCCC(OC)(OC)CCCl